tert-Butyl (R)-3-((5-(2-azidopropan-2-yl)-3-((7,7,8-trimethyl-5-oxo-7,8-dihydro-5H-pyrano[4,3-b]pyridin-2-yl)amino)isoquinolin-8-yl)oxy)azetidine-1-carboxylate N(=[N+]=[N-])C(C)(C)C1=C2C=C(N=CC2=C(C=C1)OC1CN(C1)C(=O)OC(C)(C)C)NC1=CC=C2C(=N1)[C@H](C(OC2=O)(C)C)C